tris(methylphenyl)phosphonium tetrakis(pentafluorophenyl)borate FC1=C(C(=C(C(=C1[B-](C1=C(C(=C(C(=C1F)F)F)F)F)(C1=C(C(=C(C(=C1F)F)F)F)F)C1=C(C(=C(C(=C1F)F)F)F)F)F)F)F)F.CC1=C(C=CC=C1)[PH+](C1=C(C=CC=C1)C)C1=C(C=CC=C1)C